C(#N)/C(/C(=O)NC1=CC=C(C=C1)S(=O)C1=CC=CC=C1)=C(\C=1C=NOC1C)/O (Z)-2-cyano-3-hydroxy-3-(5-methylisoxazol-4-yl)-N-(4-(phenylsulfinyl)phenyl)acrylamide